2-(bromomethyl)-5-(trifluoromethyl)-furan BrCC=1OC(=CC1)C(F)(F)F